2-chloro-9-(spiro[2.5]octan-6-yl)-7,9-dihydro-8H-purin-8-one ClC1=NC=C2NC(N(C2=N1)C1CCC2(CC2)CC1)=O